1,2-bis(trichloromethyl)-3,4,5,6-tetrachlorobenzene-d ClC(C1(C(C(=C(C(=C1Cl)Cl)Cl)Cl)C(Cl)(Cl)Cl)[2H])(Cl)Cl